FC([C@@H]1CC[C@H](CC1)CO)(F)F ((trans)-4-(tri-fluoromethyl)cyclohexyl)methanol